COC(=O)[C@@H]1[C@H]2C([C@H]2CN1C([C@H](C(COC)(C)C)NC(=O)OC(C)(C)C)=O)(C)C.CNS(=O)(=O)C(C(C(C(C(C(C(C(F)(F)F)(F)F)(F)F)(F)F)(F)F)(F)F)(F)F)(F)F N-methyl-perfluorooctyl-sulfonamide methyl-(1R,2S,5S)-3-((S)-2-((tert-butoxycarbonyl)amino)-4-methoxy-3,3-dimethylbutanoyl)-6,6-dimethyl-3-azabicyclo[3.1.0]hexane-2-carboxylate